8-chloro[1,3]dioxolo[4,5-g]quinazoline ClC1=NC=NC=2C=C3C(=CC12)OCO3